N-((2-(6-(1,7-diazaspiro[3.5]nonan-7-yl)pyridin-2-yl)-1,6-naphthyridin-7-yl)methyl)-5-(methylsulfonyl)nicotinamide N1CCC12CCN(CC2)C2=CC=CC(=N2)C2=NC1=CC(=NC=C1C=C2)CNC(C2=CN=CC(=C2)S(=O)(=O)C)=O